FC=1C=C(C=CC1)CCC#N 3-(3-fluorophenyl)propionitrile